NC1=NNC(=C1)CN(C(=O)OC(C)(C)C)C(=O)OC(C)(C)C 3-amino-5-((N,N-di-tert-butoxycarbonylamino)methyl)-1H-pyrazole